(E)-3-(2-(5-(benzyloxy)-6-(methoxycarbonyl)-4-oxo-4H-pyran-2-yl)vinyl)-3-((tert-butoxycarbonyl)amino)azepan-1-carboxylic acid tert-butyl ester C(C)(C)(C)OC(=O)N1CC(CCCC1)(NC(=O)OC(C)(C)C)\C=C\C=1OC(=C(C(C1)=O)OCC1=CC=CC=C1)C(=O)OC